1-(p-bromophenyl)cyclopropanecarbonitrile BrC1=CC=C(C=C1)C1(CC1)C#N